C(C1=CC=CC=C1)C1=C2C=C(N=CC2=C(N=C1)NC)NC(=O)C1CC1 N-(5-benzyl-8-(methylamino)-2,7-naphthyridin-3-yl)cyclopropane-carboxamide